(R)-2-methyl-N-((R)-1-(1-propyl-1H-pyrazolo[3,4-c]pyridin-5-yl)ethyl)propane-2-sulfinamide CC(C)(C)[S@@](=O)N[C@H](C)C=1C=C2C(=CN1)N(N=C2)CCC